4-(4-(4-(2-(2-aminopyridin-3-yl)-5-(3,6-dihydro-2H-pyran-4-yl)-3H-imidazo[4,5-b]pyridin-3-yl)benzyl)piperazin-1-yl)pyrimidine-2-carbonitrile NC1=NC=CC=C1C1=NC=2C(=NC(=CC2)C=2CCOCC2)N1C1=CC=C(CN2CCN(CC2)C2=NC(=NC=C2)C#N)C=C1